FC(N1N=CC(=C1)C(=O)N1CC2=C(C=C(C=C2CC1)C=1C=C2C(=NC1)NC=C2C)[C@H]2NCCC2)F (S)-(1-(difluoromethyl)-1H-pyrazol-4-yl)-[6-(3-methyl-1H-pyrrolo[2,3-b]pyridin-5-yl)-8-[pyrrolidin-2-yl]-3,4-dihydroisoquinolin-2(1H)-yl]methanone